5-(7-bromo-2-chloro-6,8-difluoroquinazolin-4-yl)-N,3-dimethyl-5,6,7,8-tetrahydro-4H-pyrazolo[1,5-a][1,4]diazepine-2-carboxamide BrC1=C(C=C2C(=NC(=NC2=C1F)Cl)N1CC=2N(CCC1)N=C(C2C)C(=O)NC)F